C1(=CC(=CC=C1)[PH3+])C (m-tolyl)phosphonium